4-(4-methoxybenzyl)-1-(thiomorpholinylmethyl)-[1,2,4]triazolo[4,3-a]quinolin COC1=CC=C(CC=2C=3N(C4=CC=CC=C4C2)C(=NN3)CN3CCSCC3)C=C1